CC1=NC=C(N1CCO)[N+](=O)[O-] The molecule is a member of the class of imidazoles substituted at C-1, -2 and -5 with 2-hydroxyethyl, nitro and methyl groups respectively. It has activity against anaerobic bacteria and protozoa, and has a radiosensitising effect on hypoxic tumour cells. It may be given by mouth in tablets, or as the benzoate in an oral suspension. The hydrochloride salt can be used in intravenous infusions. Metronidazole is a prodrug and is selective for anaerobic bacteria due to their ability to intracellularly reduce the nitro group of metronidazole to give nitroso-containing intermediates. These can covalently bind to DNA, disrupting its helical structure, inducing DNA strand breaks and inhibiting bacterial nucleic acid synthesis, ultimately resulting in bacterial cell death. It has a role as an antitrichomonal drug, a prodrug, an antibacterial drug, an antimicrobial agent, an antiparasitic agent, a xenobiotic, an environmental contaminant and a radiosensitizing agent. It is a member of imidazoles, a C-nitro compound and a primary alcohol. It is a conjugate base of a metronidazole(1+).